S1C=CC=2C(NCCCCC21)=O 6,7,8,9-Tetrahydrothieno[3,2-c]azocin-4(5H)-one